ClC1=C2C(=NC=C1)SC(=C2)C2=CCCN1CCCCC21 4-chloro-2-(1,3,4,6,7,9a-hexahydro-2H-quinolizin-9-yl)thieno[2,3-b]pyridine